CC1=C(C=CC(=C1)[N+](=O)[O-])B(O)O (2-methyl-4-nitrophenyl)boronic acid